C[N+](CCOC1=CC2=C(N=C(S2)CNC(=O)C2(CC3=CC=CC=C3C2)CC(=O)[O-])C=C1)(C)C 2-[2-[[6-[2-(trimethylammonio)ethoxy]-1,3-benzothiazol-2-yl]methylcarbamoyl]indan-2-yl]acetate